C=CCCCCC(CC)O Non-1-en-7-ol